5-isopropyl-1,3,2-dioxathiolane-4-carboxylate 2,2-dioxide C(C)(C)C1C(OS(O1)(=O)=O)C(=O)[O-]